C1(CC1)NC(C1=C(C=C(C=C1OC)C1=CN=C2N1C=CC(=C2)OCCCN2CCCC1(COC1)C2)OC(F)F)=O N-cyclopropyl-2-(difluoromethoxy)-6-methoxy-4-[7-[3-(2-oxa-8-azaspiro[3.5]nonan-8-yl)propoxy]imidazo[1,2-a]pyridin-3-yl]benzamide